2-Boc-8-chloro-2,3-dihydro-1H-pyrrolo[3,2,1-ij]quinazolin-7-carboxylic acid C(=O)(OC(C)(C)C)N1CN2C=3C(=C(C(=CC3C1)Cl)C(=O)O)C=C2